FC=1C(=NC=C(C1)F)COC=1C=C(N(C(C1)=O)C=1N=C(SC1C)C1=NC(=NC=C1)C(=O)OCC)C ethyl 4-(4-{4-[(3,5-difluoropyridin-2-yl)methoxy]-2-methyl-6-oxopyridin-1-yl}-5-methyl-1,3-thiazol-2-yl)pyrimidine-2-carboxylate